(3-isocyanatopropyl)dimethoxy(methyl)silane N(=C=O)CCC[Si](C)(OC)OC